CC(C(=O)O)C\C=C/CC=CCC=CCC=CCC=CCC=CCC methyl-cis-4,7,10,13,16,19-docosahexaenoic acid